CC=1C=C2C(C=C(OC2=CC1)N1CC2(CCNC2=O)CCC1)=O 6-methyl-4-oxo-2-(1-oxo-2,7-diazaspiro[4.5]decan-7-yl)-4H-chromen